N1=CN=C(C2=C1NC=C2)C=2C=CC(=NC2)N2CC1N(C(C2)C1)CC=1C=NC(=CC1F)OC 3-(5-(7H-pyrrolo[2,3-d]pyrimidin-4-yl)pyridin-2-yl)-6-((4-fluoro-6-methoxypyridin-3-yl)methyl)-3,6-diazabicyclo[3.1.1]heptane